[4,5'-bithiazole]-2,2'-diamine S1C(=NC(=C1)C1=CN=C(S1)N)N